ClC1=NC(=C2C(=N1)N(N=C2)C2CC2)O 6-chloro-1-cyclopropyl-1H-pyrazolo[3,4-d]pyrimidin-4-ol